(Z)-3-hexen-1-yl salicylate C(C=1C(O)=CC=CC1)(=O)OCC\C=C/CC